C(=O)(O)C(CNC1=CC=CC=2C(C3=C(C=CC=C3C(C12)=O)NCC(=C)C(=O)O)=O)=C 1,5-di-(β-carboxyallylamino)-9,10-anthraquinone